4-methoxyphenyl-(methyl)-2-(pyridine-4-carbonyl)aniline COC1=CC=C(C=C1)N(C1=C(C=CC=C1)C(=O)C1=CC=NC=C1)C